tert-butyl (2-((tert-butyldimethylsilyl)oxy)ethyl)(2-methoxy-4-(4,4,5,5-tetramethyl-1,3,2-dioxaborolan-2-yl)benzyl)carbamate [Si](C)(C)(C(C)(C)C)OCCN(C(OC(C)(C)C)=O)CC1=C(C=C(C=C1)B1OC(C(O1)(C)C)(C)C)OC